O-β-D-glucopyranosyl-(1→4) α-L-rhamnopyranoside O([C@H]1[C@H](O)[C@H](O)[C@@H](O)[C@@H](O1)C)[C@H]1[C@H](O)[C@@H](O)[C@H](O)[C@H](O1)CO